N-(2-methoxyethyl)-5-[(4-methyl-3,4-dihydro-2H-benzoxazin-6-yl)sulfonyl]-1H,2H,3H,4H,5H,6H-pyrrolo[3,4-c]pyrrole-2-carboxamide COCCNC(=O)N1CC=2CN(CC2C1)S(=O)(=O)C=1C=CC2=C(C(CNO2)C)C1